BrC=1C(NN=CC1N1C[C@@H](CC1)OC1=NC=CC(=C1)C=1C(=NOC1C)C)=O (R)-4-bromo-5-(3-((4-(3,5-dimethylisoxazol-4-yl)pyridin-2-yl)oxy)pyrrolidin-1-yl)pyridazin-3(2H)-one